(1S,3S)-3-[4-[3-[[(1R)-1-(2-chlorophenyl)ethoxy]carbonylamino]thiophen-2-yl]phenoxy]cyclohexane-1-carboxylic acid ClC1=C(C=CC=C1)[C@@H](C)OC(=O)NC1=C(SC=C1)C1=CC=C(O[C@@H]2C[C@H](CCC2)C(=O)O)C=C1